C(CCCCCCCCCCC)(=O)O.C(CCCCCCCCCCC)(=O)OC(C)C isopropyl dodecanoate (laurate)